dibutyltin dilaurate silicate [Si]([O-])([O-])(O)O.C(CCCCCCCCCCC)(=O)O.C(CCCCCCCCCCC)(=O)O.C(CCC)[Sn+2]CCCC